sodium 2-ethylamino-4-hydroxy-1,3,5-triazine-6-thiolate C(C)NC1=NC(=NC(=N1)O)[S-].[Na+]